(S)-2-((((9H-fluoren-9-yl)methoxy)carbonyl)amino)-3-(quinazolin-7-yl)propanoic acid C1=CC=CC=2C3=CC=CC=C3C(C12)COC(=O)N[C@H](C(=O)O)CC1=CC=C2C=NC=NC2=C1